CC(C(=O)OCCCCCC)CC Hexyl 2-methylbutanoate